1-[(5-fluoro-2-isobutyl-1H-benzimidazol-1-yl)methyl]-4-propylpyrrolidin-2-one FC1=CC2=C(N(C(=N2)CC(C)C)CN2C(CC(C2)CCC)=O)C=C1